C(C)(C)(C)N(C(O)=O)CC=1C=NC(=CC1)C(C1=CC=C(C=C1)F)F.ClC1=NC=C(N=C1)C(F)(F)F 2-chloro-5-(trifluoromethyl)pyrazine tert-Butyl-((6-(fluoro(4-fluorophenyl)methyl)pyridin-3-yl)methyl)carbamate